tert-butyl N-[9-(4-chlorophenyl)-3-methyl-5-oxa-4,8,11-triazatricyclo[8.4.0.02,6]tetradeca-1(10),2(6),3,8,11,13-hexaen-12-yl]-N-methyl-carbamate ClC1=CC=C(C=C1)C1=NCC=2ON=C(C2C=2C=CC(=NC12)N(C(OC(C)(C)C)=O)C)C